[3-(4-chloro-6-methoxypyridin-3-yl)propyl]methyl-carbamic acid tert-butyl ester C(C)(C)(C)OC(N(C)CCCC=1C=NC(=CC1Cl)OC)=O